(methoxymethoxy)benzenecarboximidothioate COCOC1=C(C=CC=C1)C(=N)[S-]